ClC1=C(C=C(CN2C(=NC=3N(C(N(C(C23)=O)CCCO)=O)C)C2(CCC(CC2)(F)F)F)C=C1)F 7-(4-chloro-3-fluorobenzyl)-1-(3-hydroxypropyl)-3-methyl-8-(1,4,4-trifluorocyclohexyl)-3,7-dihydro-1H-purine-2,6-dione